6-(3-methyl-5-(((2-(trifluoromethyl)pyridin-3-yl)oxy)methyl)piperidin-1-yl)-1-(oxetan-3-yl)-1H-pyrazolo[3,4-b]pyrazine CC1CN(CC(C1)COC=1C(=NC=CC1)C(F)(F)F)C1=CN=C2C(=N1)N(N=C2)C2COC2